OC(C(=O)SCCNC(CCNC([C@@H](C(COP(OP(OC[C@@H]1[C@H]([C@H]([C@@H](O1)N1C=NC=2C(N)=NC=NC12)O)OP(=O)(O)O)(=O)O)(=O)O)(C)C)O)=O)=O)(CCC(=O)O)C hydroxyl-methyl-glutaryl-coenzyme A